2-methylPyrrolidine-3,4-diol CC1NCC(C1O)O